FC=1C(N(C=NC1C(F)(F)F)CC1=CC=C(C=C1)OC)=O 5-fluoro-3-(4-methoxybenzyl)-6-(trifluoromethyl)pyrimidin-4(3H)-one